tert-butyl ((6-methoxypyridin-2-yl)(2-oxo-1,2,3,4-tetrahydropyrido[2,3-b]pyrazin-3-yl)methyl)carbamate COC1=CC=CC(=N1)C(C1C(NC2=C(N1)N=CC=C2)=O)NC(OC(C)(C)C)=O